2-(4-{[(3R)-1-methylpiperidin-3-yl]amino}thieno[3,4-d]pyridazin-1-yl)-5-(trifluoromethyl)phenol CN1C[C@@H](CCC1)NC=1C=2C(C(=NN1)C1=C(C=C(C=C1)C(F)(F)F)O)=CSC2